C1=CC=CC2=C(C3=CC=CC=C3C(=C12)N)N anthracene-9,10-diamine